C1(=C(C(=C(C(=C1[2H])[2H])[2H])[2H])[2H])NC1=C(C(=C(C(=C1[2H])[2H])[2H])[2H])[2H] N-(phenyl-2,3,4,5,6-d5)benzene-2,3,4,5,6-d5-amine